C1(CC1)C[C@@H]1NC(N(C1=O)C1CC2(CC(C2)OC2=NC=CC=C2C(=O)N)C1)=O 2-{[(αR)-6-[(4S)-4-(cyclopropyl-methyl)-2,5-dioxo-imidazolidin-1-yl]-spiro[3.3]heptan-2-yl]oxy}pyridine-3-carboxamide